ClC1=NC(=C(C(=C1C)C(C)(C)O)F)C1=CC=C(C=C1)F 2-[2-chloro-5-fluoro-6-(4-fluorophenyl)-3-methylpyridin-4-yl]Propan-2-ol